4-(4-amino-2-methylphenyl)-5-chloro-3-(4-(((1-fluorocyclopropyl)methyl)carbamoyl)-3-(methoxy-d3)phenyl)-1H-pyrrole-2-carboxamide NC1=CC(=C(C=C1)C=1C(=C(NC1Cl)C(=O)N)C1=CC(=C(C=C1)C(NCC1(CC1)F)=O)OC([2H])([2H])[2H])C